BrC1=CC=C(C=C1)C=1C(=NC2(N1)CCN(CC2)C([2H])[2H])SCC(=O)NC=2C=NC1=CC=CC=C1C2 ((3-(4-bromophenyl)-8-(methyl-d2)-1,4,8-triazaspiro[4.5]deca-1,3-dien-2-yl)thio)-N-(quinolin-3-yl)acetamide